ClC=1C=C(OC2CCC(CC2)NC(=O)C=2N=NC(=CC2)N2CCN(CC2)CC2=CC(=CC=C2)C2C(NC(CC2)=O)=O)C=CC1C#N N-((1r,4r)-4-(3-chloro-4-cyanophenoxy)cyclohexyl)-6-(4-(3-(2,6-dioxopiperidin-3-yl)benzyl)piperazin-1-yl)pyridazine-3-carboxamide